C(C)(C)(C)C=1C=C(C=C(C1O)C(C)(C)C)CCC(=O)OCCSCCOC(CCC1=CC(=C(C(=C1)C(C)(C)C)O)C(C)(C)C)=O Thiodiethylene bis[3-[3,5-di-tert-butyl-4-hydroxy-phenyl] propionate]